FC=1C=C(CN2C(C=3C(C[C@@H]2COC)=CNN3)=O)C=CC1F (R)-6-(3,4-difluorobenzyl)-5-(methoxymethyl)-2,4,5,6-tetrahydro-7H-pyrazolo[3,4-c]pyridin-7-one